(E)-N-(4-(8-(1,2-dimethyl-6-(trifluoromethyl)-1H-benzo[d]imidazol-5-yl)indolizine-3-carbonyl)-2,6-difluorophenyl)-4-((2-(hydroxymethyl)cyclohexyl)amino)but-2-enamide CN1C(=NC2=C1C=C(C(=C2)C2=CC=CN1C(=CC=C21)C(=O)C2=CC(=C(C(=C2)F)NC(\C=C\CNC2C(CCCC2)CO)=O)F)C(F)(F)F)C